1-((4-((4-fluorobenzyl)oxy)phenyl)(methyl)amino)-3-((2-hydroxyethyl)amino)propan-2-ol FC1=CC=C(COC2=CC=C(C=C2)N(CC(CNCCO)O)C)C=C1